Methyl 2-((5-(6-((4-cyano-2-fluorobenzyl)oxy)pyridin-2-yl)-2,5-diazabicyclo[4.1.0]heptan-2-yl)methyl)-1-(((S)-oxetan-2-yl)methyl)-1H-benzo[d]imidazole-6-carboxylate C(#N)C1=CC(=C(COC2=CC=CC(=N2)N2CCN(C3CC23)CC2=NC3=C(N2C[C@H]2OCC2)C=C(C=C3)C(=O)OC)C=C1)F